((2-(isopropylsulfonyl)phenyl)amino)-3-((6-methoxy-2-methyl-1,2,3,4-tetrahydroisoquinolin-7-yl)amino)-N-(methyl-d3)-1,2,4-triazine-6-carboxamide C(C)(C)S(=O)(=O)C1=C(C=CC=C1)NC=1N=C(N=NC1C(=O)NC([2H])([2H])[2H])NC1=C(C=C2CCN(CC2=C1)C)OC